N-[2-methyl-5-[[2-[(2S)-2-methylpyrrolidin-1-yl]acetyl]amino]-3-pyridyl]-6-[2-(3-pyridyl)pyrazol-3-yl]triazolo[1,5-a]pyridine-3-carboxamide CC1=NC=C(C=C1NC(=O)C=1N=NN2C1C=CC(=C2)C=2N(N=CC2)C=2C=NC=CC2)NC(CN2[C@H](CCC2)C)=O